3-amino-5-(trifluoromethyl)azepan-2-one NC1C(NCCC(C1)C(F)(F)F)=O